ClC1=CC=C(C=C1)S(=O)(=O)NC=1C(=NN(C1C(=O)N[C@@H](C)C(C)(C)C)C)C1=CCC2(OCCO2)CC1 (S)-4-((4-chlorophenyl)sulfonamido)-N-(3,3-dimethylbutan-2-yl)-1-methyl-3-(1,4-dioxaspiro[4.5]dec-7-en-8-yl)-1H-pyrazole-5-carboxamide